(R)-1-(1-acryloylpyrrolidin-3-yl)-4-amino-N-(5-phenylbenzo[d]oxazol-2-yl)-1H-pyrazolo[3,4-d]pyrimidine-3-carboxamide C(C=C)(=O)N1C[C@@H](CC1)N1N=C(C=2C1=NC=NC2N)C(=O)NC=2OC1=C(N2)C=C(C=C1)C1=CC=CC=C1